N-{1-[(3bR,4aR)-1-{2-[4-(2,3-dimethylphenyl)piperazin-1-yl]-2-oxoethyl}-3b,4,4a,5-tetrahydro-1H-cyclopropa[3,4]cyclopenta[1,2-c]pyrazole-3-carbonyl]piperidin-4-yl}sulfuric diamide CC1=C(C=CC=C1C)N1CCN(CC1)C(CN1N=C(C2=C1C[C@@H]1[C@H]2C1)C(=O)N1CCC(CC1)NS(N)(=O)=O)=O